N-methyl-1-[6-[3-(6-methyl-2-pyridyl)-1H-pyrazol-4-yl]-1,5-naphthyridin-3-yl]azetidin-3-amine CNC1CN(C1)C=1C=NC2=CC=C(N=C2C1)C=1C(=NNC1)C1=NC(=CC=C1)C